COC1=CC=C(C=C1)CC(=O)NC1=NNC=C1 3-{[(4-meth-oxyphenyl)acetyl]amino}-1H-pyrazol